(2-(4-(trifluoromethyl)-1H-pyrazol-1-yl)phenyl)methanamine FC(C=1C=NN(C1)C1=C(C=CC=C1)CN)(F)F